C(C)(C)(C)C1=C(C(=CC=C1)C(C)(C)C)N=C=N 2,6-di-tertiary-butylphenylcarbodiimide